C1(=C(C(=C(C=2C3=C(C(=C(C(=C3N(C12)C1=C(C(=CC=C1)N1C2=C(C(=C(C(=C2C=2C(=C(C(=C(C12)[2H])[2H])[2H])[2H])[2H])[2H])[2H])[2H])C1=NC(=NC(=N1)N1C2=C(C(=C(C(=C2C=2C(=C(C(=C(C12)[2H])[2H])[2H])[2H])[2H])[2H])[2H])[2H])N1C2=C(C(=C(C(=C2C=2C(=C(C(=C(C12)[2H])[2H])C#N)[2H])[2H])[2H])[2H])[2H])[2H])[2H])[2H])[2H])[2H])[2H])[2H])[2H] 9-(4-(2,6-bis(9H-carbazol-9-yl-d8)phenyl)-6-(9H-carbazol-9-yl-d8)-1,3,5-triazin-2-yl)-9H-carbazole-3-carbonitrile-1,2,4,5,6,7,8-d7